3-(6-Methoxy-2-methylpyridin-3-yl)-6-(trifluoromethyl)-2,3-dihydro-quinazolin-4(1H)-one COC1=CC=C(C(=N1)C)N1CNC2=CC=C(C=C2C1=O)C(F)(F)F